12-[(4-Methoxyphenyl)methyl]-12-azatricyclo[6.3.1.02,7]dodeca-2,4,6-trien-9-one COC1=CC=C(C=C1)CN1C2C3=CC=CC=C3C1C(CC2)=O